3-methylchloroimidazole CN1C(=NC=C1)Cl